NC=1C(=NC=CC1)C#CCNC(OC(C)(C)C)=O tert-butyl (3-(3-aminopyridin-2-yl)prop-2-yn-1-yl)carbamate